2-methyl-N-(1-(2-methyl-3-(trifluoromethyl)phenyl)ethyl)quinolin-4-amine CC1=NC2=CC=CC=C2C(=C1)NC(C)C1=C(C(=CC=C1)C(F)(F)F)C